(s)-1-(5-((2,3-dihydro[1,4]dioxino[2,3-b]pyridin-7-yl)sulfonyl)-3,4,5,6-tetrahydropyrrolo[3,4-c]pyrrol-2(1H)-yl)-3-hydroxy-2-phenylpropan-1-one O1CCOC2=NC=C(C=C21)S(=O)(=O)N2CC1=C(C2)CN(C1)C([C@H](CO)C1=CC=CC=C1)=O